BrC1=CC(=C(C=C1)N=C=O)C(F)(F)F 4-bromo-2-(trifluoromethyl)phenyl isocyanate